Cl.ClC=1C=C(COC2=CC=C(C=C2)C2=NOC=C2N)C=CC1Cl 3-[4-(3,4-Dichloro-benzyloxy)-phenyl]-isoxazol-4-ylamine hydrochloride